C(C)C=1N(C2=CC(=C(C=C2C(C1)=O)F)N1CCNCC1)C1CC1 ethyl-1-cyclopropyl-6-fluoro-7-piperazin-1-yl-quinolin-4(1H)-one